ethyl 2-(bromo(7-methyl-5-(methylsulfonyl)-1-tosyl-1H-indol-4-yl)methyl)cyclopropane-1-carboxylate BrC(C1C(C1)C(=O)OCC)C1=C2C=CN(C2=C(C=C1S(=O)(=O)C)C)S(=O)(=O)C1=CC=C(C)C=C1